N(=[N+]=[N-])CCOC(=O)C(CCC[C@H](N)C(=O)O)N 6-(2-azidoethoxycarbonyl)-L-lysine